C(=C)C1=NC=NC=N1 vinyl-1,3,5-triazine